3-(2-chloro-6-fluoropyridin-4-yl)-4-methylaniline ClC1=NC(=CC(=C1)C=1C=C(N)C=CC1C)F